O1C(=NC2=C1C=CC=C2)C2=CC=C(C=C2)N2C1=CC=C(C=C1C=1C=C(C=CC21)C=2C=NC1=CC=CC=C1C2)C=2C=NC1=CC=CC=C1C2 9-(4-benzoxazol-2-yl-phenyl)-3,6-di-quinolin-3-yl-9H-carbazole